eicosyl 3,4-dihydroxyphenylacetate OC=1C=C(C=CC1O)CC(=O)OCCCCCCCCCCCCCCCCCCCC